N1C=NC=C1 anti-imidazole